COC1=C(C(=O)OC)C=CC(=C1)C1=NC(=CN=C1)C=1SC=C(C1)NC(CCCC)=O.C[Si](O[Si](O[Si](C1=CC=CC=C1)(C1=CC=CC=C1)C)(C1=CC=CC=C1)C)(C1=CC=CC=C1)C1=CC=CC=C1 1,3,5-trimethyl-1,1,3,5,5-pentaphenyl trisiloxane Methyl 2-methoxy-4-(6-(4-pentanamidothiophen-2-yl)pyrazin-2-yl)benzoate